1-(4-(trifluoromethyl)phenyl)cyclobutyl 3-((2-oxo-2-(2,2,2-trichloroethoxy)ethyl)carbamoyl)but-3-enoate O=C(CNC(=O)C(CC(=O)OC1(CCC1)C1=CC=C(C=C1)C(F)(F)F)=C)OCC(Cl)(Cl)Cl